CN1N=C(C=C1)N1CCN(CC1)S(=O)(=O)C1=CC=C(C=C1)NC(C1=C(C=CC=C1)N(S(=O)(=O)C)C)=O N-(4-((4-(1-methyl-1H-pyrazol-3-yl)piperazin-1-yl)sulfonyl)phenyl)-2-(N-methylmethylsulfonamido)benzamide